C1(=CC=CC=C1)OC(N(C1(CCNCC1)C)CC1=CC=CC=C1)=O phenylbenzyl-4-methylpiperidin-4-ylcarbamate